13-Bromo-14-methoxy-10,16,16-trioxo-19-(trifluoromethyl)-9-oxa-16λ6-thia-17-azatetracyclo[16.3.1.111,15.02,7]tricosa-1(21),2(7),3,5,11,13,15(23),18(22),19-nonaene-4-carbonitrile BrC=1C=C2C(OCC=3C=CC(=CC3C3=CC=C(C(NS(C(C1OC)=C2)(=O)=O)=C3)C(F)(F)F)C#N)=O